ethyl 2-((4-(1H-imidazol-1-yl)benzyl)(3-methoxybenzyl)amino)thiazole-4-carboxylate N1(C=NC=C1)C1=CC=C(CN(C=2SC=C(N2)C(=O)OCC)CC2=CC(=CC=C2)OC)C=C1